ClC1=NC=C(C(=N1)NC12CC3(CC(CC(C1)C3)C2)O)C(=O)O 2-chloro-4-((3-hydroxyadamantan-1-yl)amino)pyrimidine-5-carboxylic acid